(2-aminoethyl)amino-2-(2,6-dioxopiperidin-3-yl)isoindole-1,3-dione hydrochloride Cl.NCCNC1=C2C(N(C(C2=CC=C1)=O)C1C(NC(CC1)=O)=O)=O